N-(6-(1-methyl-1H-pyrazol-4-yl)isoquinolin-3-yl)-1-((1-methylpiperidin-4-yl)sulfonyl)-1H-pyrrole-3-carboxamide CN1N=CC(=C1)C=1C=C2C=C(N=CC2=CC1)NC(=O)C1=CN(C=C1)S(=O)(=O)C1CCN(CC1)C